BrC1=C(C=CC=C1COC1=CC(=C(C=O)C=C1Cl)O)C1=C(C(=CC=C1)C1=NC(=NO1)CN1CCC(CC1)O)C 4-((2-bromo-3'-(3-((4-hydroxypiperidin-1-yl)methyl)-1,2,4-oxadiazol-5-yl)-2'-methyl-[1,1'-biphenyl]-3-yl)methoxy)-5-chloro-2-hydroxybenzaldehyde